((2-oxo-2,3-dihydro-1H-benzo[d]imidazol-5-yl)amino)benzamide O=C1NC2=C(N1)C=CC(=C2)NC2=C(C(=O)N)C=CC=C2